C(C)(C)C=1C=C(O[Li])C=C(C1)C(C)C 3,5-diisopropylphenoxylithium